N-(4-(4-((2-(2,6-dioxopiperidin-3-yl)-1-oxoisoindolin-5-yl)methyl)piperazin-1-yl)-3-(trifluoromethyl)phenyl)-3-(imidazo[1,2-b]pyridazin-3-ylethynyl)-4-methylbenzamide O=C1NC(CCC1N1C(C2=CC=C(C=C2C1)CN1CCN(CC1)C1=C(C=C(C=C1)NC(C1=CC(=C(C=C1)C)C#CC1=CN=C2N1N=CC=C2)=O)C(F)(F)F)=O)=O